OC1CN(C1)C(=O)C=1N=C2N(C3=C(C(=N[C@H]2C)C2=C(C=CC=C2F)F)C(=C(C=C3)Cl)Cl)C1 (3-hydroxyazetidin-1-yl)-[(4S)-7,8-dichloro-6-(2,6-difluorophenyl)-4-methyl-4H-imidazo[1,2-a][1,4]benzodiazepin-2-yl]methanone